ClC=1C=C(C=CC1)C1=COC2=CC(=CC(=C2C1=O)O)O 3-(3-Chloro-phenyl)-5,7-dihydroxy-chromen-4-one